(8-(7-(1,1-Difluoroethyl)-1,3-dimethyl-2-oxo-1,2,3,4-tetrahydroquinazolin-5-yl)isoquinolin-3-yl)-N-(4-(2-(2,6-dioxopiperidin-3-yl)-3-fluoropyridin-4-yl)benzyl)-3-methylpicolinamide FC(C)(F)C1=CC(=C2CN(C(N(C2=C1)C)=O)C)C=1C=CC=C2C=C(N=CC12)C1=C(C(=NC=C1)C(=O)NCC1=CC=C(C=C1)C1=C(C(=NC=C1)C1C(NC(CC1)=O)=O)F)C